C(C1CO1)OC1=C(C=CC=C1)C1=C(C=CC=C1)C1=C(C=CC=C1)OCC1CO1 1,2-bis(glycidoxyphenyl)benzene